4-{1-[(2R,5S)-4-(3,6-dicyano-1-methyl-2-oxo-1,2-dihydro-1,5-naphthyridin-4-yl)-2,5-dimethylpiperazin-1-yl]ethyl}benzoic acid C(#N)C=1C(N(C2=CC=C(N=C2C1N1C[C@H](N(C[C@@H]1C)C(C)C1=CC=C(C(=O)O)C=C1)C)C#N)C)=O